(2S)-3-phenyl-2-[(3,4,5-trihydroxybenzoyl)amino]propanoic acid C1(=CC=CC=C1)C[C@@H](C(=O)O)NC(C1=CC(=C(C(=C1)O)O)O)=O